(S)-(4-(4-(difluoromethyl)pyrazolo[1,5-a]pyridin-2-yl)-6,7-dihydro-1H-imidazo[4,5-c]pyridin-5(4H)-yl)(5-(1,5-dimethyl-1H-pyrazol-4-yl)-1,3,4-oxadiazol-2-yl)methanone FC(C=1C=2N(C=CC1)N=C(C2)[C@H]2N(CCC1=C2N=CN1)C(=O)C=1OC(=NN1)C=1C=NN(C1C)C)F